2-benzyl-2-azaspiro[3.3]heptan-6-yl (2R,6R)-4-(5,6-difluoro-1,3-benzothiazol-2-yl)-2,6-dimethylpiperazine-1-carboxylate FC=1C(=CC2=C(N=C(S2)N2C[C@H](N([C@@H](C2)C)C(=O)OC2CC3(CN(C3)CC3=CC=CC=C3)C2)C)C1)F